O1CC[C@@H](C2=CC=CC=C12)NC(=O)C=1C=NC2=C(C=NC(=C2C1N1CCOCC1)OC)C1=CC(=CC(=C1)Cl)Cl N-[(4S)-chroman-4-yl]-8-(3,5-dichlorophenyl)-5-methoxy-4-(morpholin-4-yl)-1,6-naphthyridine-3-carboxamide